2-amino-2-(1-dodecyl-1H-1,2,3-triazol-4-yl)-1,3-propanediol NC(CO)(CO)C=1N=NN(C1)CCCCCCCCCCCC